O=C1N(CCC(N1)=O)C1=NN(C2=CC(=CC=C12)CCCCCCC=O)C 7-(3-(2,4-Dioxotetrahydropyrimidin-1(2H)-yl)-1-methyl-1H-indazol-6-yl)heptanal